C(C)(C)(C)OC(=O)N1C[C@@H](NCC1)CCOC1=C(C(=C(C=C1C(=O)OC)F)Br)Cl (3S)-3-[2-(3-bromo-2-chloro-4-fluoro-6-methoxycarbonyl-phenoxy)ethyl]piperazine-1-carboxylic acid tert-butyl ester